5-methyl-4-(trifluoromethyl)-1,3-thiazol-2-amine CC1=C(N=C(S1)N)C(F)(F)F